FC=1C(=NC(=C(C1)F)N[C@H]1CNCCC1)C1=CN=C2N1C=C(N=C2)N2S(CCCC2)(=O)=O (R)-2-(3-(3,5-difluoro-6-(piperidin-3-ylamino)pyridin-2-yl)imidazo[1,2-a]pyrazin-6-yl)-1,2-thiazinane 1,1-dioxide